4-(ethylmercapto)aniline C(C)SC1=CC=C(N)C=C1